C(#N)C1=C(C=CC(=C1F)C(F)(F)F)N1CCC(C2=CC(=CC(=C12)C#N)F)O 1-[2-cyano-3-fluoro-4-(trifluoromethyl)phenyl]-6-fluoro-4-hydroxy-3,4-dihydro-2H-quinoline-8-carbonitrile